5-((1R,2S)-1-(6-chloro-4-(2,3-dihydroxypropyl)-1,1-dioxido-3,4-dihydro-2H-benzo[e][1,2,4]thiadiazin-2-yl)-2-(6-fluoro-2,3-dimethylphenyl)propyl)-1,3,4-oxadiazol-2(3H)-one ClC=1C=CC2=C(N(CN(S2(=O)=O)[C@H]([C@@H](C)C2=C(C(=CC=C2F)C)C)C2=NNC(O2)=O)CC(CO)O)C1